NC=1C(=NC(=CC1C)Cl)C(=O)O 3-amino-6-chloro-4-methylpyridinecarboxylic acid